ClC1=CC=C(C=C1)C=1C(=NC(=NC1)C=1C=NC=CC1)NCC=1C=NC=CC1 (4-chlorophenyl)-2-(pyridin-3-yl)-N-(pyridin-3-ylmethyl)pyrimidin-4-amine